6-fluoro-5-(4-fluoro-3-(1-(tetrahydro-2H-pyran-2-yl)-1H-pyrazol-3-yl)phenoxy)-1-tosyl-4-vinyl-1H-indole FC1=C(C(=C2C=CN(C2=C1)S(=O)(=O)C1=CC=C(C)C=C1)C=C)OC1=CC(=C(C=C1)F)C1=NN(C=C1)C1OCCCC1